ONC1(C(=NN(C1=O)C)C1=CC=CC=C1)C(C)C 4-(hydroxyamino)-1-methyl-3-phenyl-4-(propan-2-yl)-4,5-dihydro-1H-pyrazol-5-one